phenyl-L-serine C1(=CC=CC=C1)N[C@@H](CO)C(=O)O